2-(2,6-dichlorophenylamino)phenylacetic acid ClC1=C(C(=CC=C1)Cl)NC1=C(C=CC=C1)CC(=O)O